3-(5-bromo-4-chloro-8-oxo-8,9-dihydropyrazino[1',2':1,5]pyrrolo[2,3-d]pyrimidin-7(6H)-yl)pyrrolidine-1-carboxylic acid tert-butyl ester C(C)(C)(C)OC(=O)N1CC(CC1)N1CC2=C(C3=C(N=CN=C3Cl)N2CC1=O)Br